Cl.FC(C=1C(=C(C=CC1)[C@@H](C)NC(=O)C=1C=C(C=C2C=NNC12)C1CCNCC1)F)F N-[(1R)-1-[3-(difluoromethyl)-2-fluoro-phenyl]ethyl]-5-(4-piperidyl)-1H-indazole-7-carboxamide HCl